(3aR,5r,6aS)-2-(3,3-dimethylbutyl)-5-[[6-(2,4-dimethylpyrazol-3-yl)pyridazin-3-yl]oxymethyl]-3,3a,4,5,6,6a-hexahydro-1H-cyclopenta[c]pyrrole CC(CCN1C[C@@H]2[C@H](C1)CC(C2)COC=2N=NC(=CC2)C=2N(N=CC2C)C)(C)C